2-(2-ethoxyphenyl)-5-methyloctahydropyrrolo[3,4-c]pyrrole C(C)OC1=C(C=CC=C1)N1CC2CN(CC2C1)C